3,5-difluoro-4-bromoiodobenzene C1=C(C=C(C(=C1F)Br)F)I